CC(C)C1=C(C(=CC=C1)C(C)C)N2CCN(C2=[Ru](=CC3=CC=CC=C3OC(C)C)(Cl)Cl)C4=C(C=CC=C4C(C)C)C(C)C dichloro[1,3-bis(2,6-isopropylphenyl)-2-imidazolidinylidene](2-isopropoxyphenylmethylene)ruthenium(II)